C(C)OC1=NC=CC(=N1)NC1=C(C(=NN1)C1=CC=C(C=C1)NS(=O)(=O)CC)C(=O)N 5-((2-ethoxypyrimidin-4-yl)amino)-3-(4-(ethylsulfonamido)phenyl)-1H-pyrazole-4-carboxamide